FC1=C(C=CC(=C1)F)C(CN1CCN(CCC1)C1=NC=C(C=N1)F)(CN1N=CN=C1)O 2-(2,4-Difluorophenyl)-1-(4-(5-fluoropyrimidin-2-yl)-1,4-diazepan-1-yl)-3-(1H-1,2,4-triazol-1-yl)propan-2-ol